2-(2-(5-Cyclopropyl-3-(2,6-dichlorophenyl)isoxazol-4-yl)-2-hydroxy-7-azaspiro[3.5]nonan-7-yl)-4-fluorobenzo[d]thiazol C1(CC1)C1=C(C(=NO1)C1=C(C=CC=C1Cl)Cl)C1(CC2(C1)CCN(CC2)C=2SC1=C(N2)C(=CC=C1)F)O